ClC1=C(C=CC=C1)C1=C(C=CC(=C1)C#N)S(=O)(=O)N1[C@@H](C[C@@](CC1)(C(=O)N[C@H](C)\C=C\C(=O)N1CC(C1)(F)F)F)C (2R,4S)-1-((2'-chloro-5-cyano-[1,1'-biphenyl]-2-yl)sulfonyl)-N-((R,E)-5-(3,3-difluoroazetidin-1-yl)-5-oxopent-3-en-2-yl)-4-fluoro-2-methylpiperidine-4-carboxamide